3-amino-1-(4-bromo-2-fluoro-3-(trifluoromethyl)phenyl)pyrrolidin-2-one NC1C(N(CC1)C1=C(C(=C(C=C1)Br)C(F)(F)F)F)=O